N-(2-(4-(4-cyclobutylpiperazine-1-yl)piperidine-1-yl)-4-methoxy-5-((6-((R)-3-(naphthalene-2-yl)isoxazolidine-2-yl)pyrimidine-4-yl)amino)phenyl)acrylamide C1(CCC1)N1CCN(CC1)C1CCN(CC1)C1=C(C=C(C(=C1)OC)NC1=NC=NC(=C1)N1OCC[C@@H]1C1=CC2=CC=CC=C2C=C1)NC(C=C)=O